N(=[N+]=[N-])CC1=CC=C(C=C1)/C=C/S(=O)(=O)F (E)-2-(4-(azidomethyl)phenyl)ethene-1-sulfonyl fluoride